FC1=C(C=CC=C1)C1=CNC2=NC(=CC=C21)NC(=O)C2CC2 N-[3-(2-fluorophenyl)-1H-pyrrolo[2,3-b]pyridin-6-yl]cyclopropanecarboxamide